2-((2-(2-Hydroxyphenyl)imidazo[1,2-a]pyrazin-3-yl)amino)benzoic acid OC1=C(C=CC=C1)C=1N=C2N(C=CN=C2)C1NC1=C(C(=O)O)C=CC=C1